[Cl-].[Cl-].C1(CCCCC1)=[Hf+2](C1=CC=CC=2C3=CC=CC=C3CC12)C1C=CC=C1 cyclohexylidene(cyclopentadienyl)(fluorenyl)hafnium dichloride